IC=1SC=CC1NC(=O)OC(C)(C)C 2-iodo-3-(tert-butoxycarbonylamino)-thiophene